2-chloro-N-cyclopropyl-7-methyl-4-morpholinofuro[3,2-d]pyrimidine-6-carboxamide ClC=1N=C(C2=C(N1)C(=C(O2)C(=O)NC2CC2)C)N2CCOCC2